1,1,6,6-Tetra-n-butyl-1,6-dithia-2,5,7,10-tetraoxacyclodecane C(CCC)S1(OCCOS(OCCO1)(CCCC)CCCC)CCCC